C(#N)[C@H](C[C@H]1C(NCC1)=O)NC([C@H](CC1CC1)NC(=O)C1=NC2=C(C=NC=C2)N1)=O N-[(1S)-2-[[(1S)-1-cyano-2-[(3S)-2-oxopyrrolidin-3-yl]ethyl]amino]-1-(cyclopropylmethyl)-2-oxo-ethyl]-3H-imidazo[4,5-c]pyridine-2-carboxamide